C1=CC=CC=2C3=CC=CC=C3N(C12)C1=CC=C(C=C1)C1=CC=C(C=C1)N1C2=CC=CC=C2C=2C=CC=CC12 4,4'-bis(carbazol-9-yl)-biphenyl